FC(COC=1C=C(C=C2C=C(NC12)CN1C(C(=CC=C1)NC([C@H](CC\C=C\C(=O)N(C)C)NC(OC)=O)=O)=O)F)F methyl (S,E)-(1-((1-((7-(2,2-difluoroethoxy)-5-fluoro-1H-indol-2-yl)methyl)-2-oxo-1,2-dihydropyridin-3-yl)amino)-7-(dimethylamino)-1,7-dioxohept-5-en-2-yl)carbamate